Racemic-3-(3-chloro-4-fluorophenyl)-1-(1-(6-fluoro-4-oxo-3,4-dihydrophthalazin-1-yl)ethyl)-1-methylurea ClC=1C=C(C=CC1F)NC(N(C)[C@H](C)C1=NNC(C2=CC(=CC=C12)F)=O)=O |r|